2-Tert-butyl (2-methyl-4-(prop-2-yn-1-yloxy)butan-2-yl)carbamate CC(C)(CCOCC#C)NC(OC(C)(C)C)=O